6-(methanesulfonyl)-1-methyl-4-[4-methyl-4-(5-methyl-1,3-benzoxazol-2-yl)piperidin-1-yl]-2-oxo-1,2-dihydroquinoline-3-carbonitrile CS(=O)(=O)C=1C=C2C(=C(C(N(C2=CC1)C)=O)C#N)N1CCC(CC1)(C=1OC2=C(N1)C=C(C=C2)C)C